C(C=C)(=O)N1[C@H](CN(CC1)C1=NC(N2C3=C(C(=C(C=C13)Cl)C1=C(C=C(C=C1)F)F)SCC2)=O)C 7-((S)-4-acryloyl-3-methylpiperazin-1-yl)-9-chloro-10-(2,4-difluorophenyl)-2,3-dihydro-5H-[1,4]thiazino[2,3,4-ij]quinazolin-5-one